C1(CC1)CCNC(=O)N1C(=NC(=C1)C=1C=NC=CC1)OC(C)C N-(2-Cyclopropylethyl)-2-isopropoxy-4-(pyridin-3-yl)-1H-imidazole-1-carboxamide